2-Bromo-6-chloro-9H-carbazole BrC1=CC=2NC3=CC=C(C=C3C2C=C1)Cl